propylene glycol monotert-butyl ether C(C)(C)(C)OCC(C)O